5-(ethylthio)-1,3,4-thiadiazol-2-amine C(C)SC1=NN=C(S1)N